[I-].C(CCCCCC)N1C(SC=C1C)C=C1SC=C(N1CCCCCCC)C 3-heptyl-2-[(3-heptyl-4-methyl-3H-thiazol-2-ylidene)methyl]-4-methylthiazole iodide